ClC1=CC=C(C(=N1)C(=O)O)NC(C)C=1C=C(C=C2C(N(C(=NC12)N1CC(CC1)(F)F)CC)=O)C 6-Chloro-3-((1-(2-(3,3-difluoropyrrolidin-1-yl)-3-ethyl-6-methyl-4-oxo-3,4-dihydroquinazolin-8-yl)ethyl)amino)picolinic acid